BrC1=CC(=C(C=C1)S(=O)(=O)C1CC1)C 4-bromo-1-(cyclopropylsulfonyl)-2-methylbenzene